(S)-10-((5-chloro-2-((3R,5S)-3,5-dimethylpiperidin-1-yl)pyrimidin-4-yl)amino)-2-cyclopropyl-7-methyl-2,3-dihydro-[1,4]oxazepino[6,5-c]quinoline-5,6(1H,7H)-dione ClC=1C(=NC(=NC1)N1C[C@@H](C[C@@H](C1)C)C)NC1=CC=2C3=C(C(N(C2C=C1)C)=O)C(OC[C@@H](N3)C3CC3)=O